O=C1NC(CCC1NC=1C=CC(=C(C1)N1CCN(CC1)C1=NC=C(C=N1)C1=CC=C(C=C1)N(C(C)=O)C1CCC(CC1)NC1=NC2=CC=CC=C2C=N1)F)=O N-(4-(2-(4-(5-((2,6-dioxopiperidin-3-yl)amino)-2-fluorophenyl)piperazin-1-yl)pyrimidin-5-yl)phenyl)-N-((1r,4r)-4-(quinazolin-2-ylamino)cyclohexyl)acetamide